COC=1C=C(CN(C2=CC=C(CN3CC(NCC3)=O)C=C2)C2=CC(=CC=C2)N2CCOCC2)C=CC1 4-(4-((3-methoxybenzyl)(3-morpholinophenyl)amino)benzyl)piperazin-2-one